ClC1=C(C=2N=C(N=C(C2C=N1)N1CCOC[C@](C1)(O)C)SC)F (S)-4-(7-chloro-8-fluoro-2-(methylthio)pyrido[4,3-d]pyrimidin-4-yl)-6-methyl-1,4-oxazepan-6-ol